ClC=1C=C(C=CC1Cl)C=1N=C(SC1CC(C)C)NCC(C(=O)O)CC=1C=NC(=NC1)O 3-(4-(3,4-dichlorophenyl)-5-isobutylthiazol-2-ylamino)-2-((2-hydroxypyrimidin-5-yl)methyl)propanoic acid